The molecule is the (S)-enantiomer of canadine. It has a role as a plant metabolite. It derives from a (S)-nandinine. It is an enantiomer of a (R)-canadine. COC1=C(C2=C(C[C@H]3C4=CC5=C(C=C4CCN3C2)OCO5)C=C1)OC